3-((5-cyano-1-(phenylsulfonyl)-1H-pyrrolo[2,3-b]pyridin-4-yl)(methyl)amino)-N-(2,2,2-trifluoroethyl)pyrrolidin-1-carboxamide C(#N)C=1C(=C2C(=NC1)N(C=C2)S(=O)(=O)C2=CC=CC=C2)N(C2CN(CC2)C(=O)NCC(F)(F)F)C